N-(furan-2-ylmethyl)-2-((2-oxo-2-((4-(pyrrolidin-1-yl)phenyl)amino)ethyl)amino)benzamide O1C(=CC=C1)CNC(C1=C(C=CC=C1)NCC(NC1=CC=C(C=C1)N1CCCC1)=O)=O